1-(4-((1S,2R)-2-cyclohexyl-6-methoxy-1,2,3,4-tetrahydronaphthalen-1-yl)-3-fluorophenyl)-4-(dimethoxymethyl)piperidine C1(CCCCC1)[C@@H]1[C@@H](C2=CC=C(C=C2CC1)OC)C1=C(C=C(C=C1)N1CCC(CC1)C(OC)OC)F